[Si](C1=CC=CC=C1)(C1=CC=CC=C1)(C(C)(C)C)OC[C@H]1N(CCC1)C1CC1 (S)-2-(((tert-butyldiphenylsilyl)oxy)methyl)-1-cyclopropylpyrrolidine